1-(4-(2-(difluoromethyl)-3-(3-fluorophenyl)-1-tosyl-1H-pyrrolo[2,3-b]pyridin-5-yl)benzyl)piperidin-3-ol FC(C1=C(C=2C(=NC=C(C2)C2=CC=C(CN3CC(CCC3)O)C=C2)N1S(=O)(=O)C1=CC=C(C)C=C1)C1=CC(=CC=C1)F)F